BrC1S(=O)(=O)CCC1Br 2,3-dibromosulfolane